CNC(\C=C/C(=O)O)=O N-(methyl)maleic amide